4-nitrophenyl 1-(4-methoxy-3-(pyrimidin-5-yl) phenyl)-3-methyl-5-oxo-4,5-dihydro-1H-pyrazole-4-carboxylate COC1=C(C=C(C=C1)N1N=C(C(C1=O)C(=O)OC1=CC=C(C=C1)[N+](=O)[O-])C)C=1C=NC=NC1